methyl (S)-6-((1-(tert-butoxycarbonyl)piperidin-3-yl)carbamoyl)-3-(4,4,5,5-tetramethyl-1,3,2-dioxaborolan-2-yl)picolinate C(C)(C)(C)OC(=O)N1C[C@H](CCC1)NC(=O)C1=CC=C(C(=N1)C(=O)OC)B1OC(C(O1)(C)C)(C)C